CC=1C=C(C=2N(C(C=C(N2)N2CCCCC2)=O)C1)C(C)SC1=C(C(=O)O)C=CC=C1 2-((1-(7-methyl-4-oxo-2-(piperidin-1-yl)-4H-pyrido[1,2-a]pyrimidin-9-yl)ethyl)thio)benzoic acid